C(C1=CC=CC=C1)OC1=C(C(=O)OCC2=CC=CC=C2)C=CC(=C1)N(C(=O)[C@@H]1N(CC1)S(=O)(=O)C1=C(C(=C(C(=C1F)F)F)F)F)CC1=NC=C(C=C1)Br benzyl (R)-2-(benzyloxy)-4-(N-((5-bromopyridin-2-yl)methyl)-1-((perfluorophenyl)sulfonyl)azetidine-2-carboxamido)benzoate